OCC=1C(=NC=NC1)N1CCN(CC1)C(=O)OC(C)(C)C tert-butyl 4-[5-(hydroxymethyl)pyrimidin-4-yl]piperazine-1-carboxylate